copper-iron-sodium manganate [Mn](=O)(=O)([O-])[O-].[Na+].[Fe+2].[Cu+2]